NC1=NC=CC(=C1Cl)OC1=C(C=C(C=C1)NC(=O)C=1C=NN(C1C(F)(F)F)C1=NC=CC=C1F)F N-(4-((2-amino-3-chloropyridin-4-yl)oxy)-3-fluorophenyl)-1-(3-Fluoropyridin-2-yl)-5-(trifluoromethyl)-1H-pyrazole-4-carboxamide